CC(C#C)(C)OC(OC(C#C)(C)C)(OC(C#C)(C)C)[SiH3] tris[(1,1-dimethyl-2-propynyl)oxy]methylsilane